N-((1-(4-acetamidobenzyl)-4-phenethyl-piperidin-4-yl)methyl)-N-methylacetamide C(C)(=O)NC1=CC=C(CN2CCC(CC2)(CCC2=CC=CC=C2)CN(C(C)=O)C)C=C1